C(=O)(O)C(CCC1=CC=C(C=C1)OCCC)N1CCN(CCN(CCN(CC1)CC(=O)[O-])CC(=O)[O-])CC(=O)[O-].[Gd+3] gadolinium 2,2',2''-{10-[1-carboxy-3-(4-propoxyphenyl)propyl]-1,4,7,10-tetraazacyclododecane-1,4,7-triyl}triacetate